5-bromo-3-(ethylsulfanyl)-1H-pyran BrC=1C=C(COC1)SCC